FC(S(=O)(=O)NS(=O)(=O)CCC)(F)F N-trifluoromethanesulfonyl-propane-1-sulfonamide